[Pd].[Pd].FC(COC(C(C=CC1=CC=CC=C1)=O)=CC1=CC=CC=C1)(F)F trifluoroethoxy(Dibenzylideneacetone) dipalladium